(3aR,5R,6S,6aR)-6-benzyloxy-5-(benzyloxymethyl)-2,2,5-trimethyl-6,6a-dihydro-3aH-furo[2,3-d][1,3]dioxole C(C1=CC=CC=C1)O[C@@H]1[C@@](O[C@@H]2OC(O[C@@H]21)(C)C)(C)COCC2=CC=CC=C2